3-formamidophenylacetic Acid C(=O)NC=1C=C(C=CC1)CC(=O)O